CC(C)C=1C=CC(=NC1)C(=O)N1CCC(CC1)CCCCNC(=O)C1=CC=2C=NC=CC2N1 N-[4-(1-{[5-(propan-2-yl)pyridin-2-yl]carbonyl}piperidin-4-yl)butyl]-1H-pyrrolo[3,2-c]pyridine-2-carboxamide